(S)-3-chloro-5-(((1-(trityloxy)icosan-2-yl)oxy)methyl)benzonitrile ClC=1C=C(C#N)C=C(C1)CO[C@H](COC(C1=CC=CC=C1)(C1=CC=CC=C1)C1=CC=CC=C1)CCCCCCCCCCCCCCCCCC